Methyl (S)-4-((1-(tert-Butoxycarbonyl)-5,5-difluoropiperidin-3-yl) amino)-6-chloropyrido[3,2-d]pyrimidine-8-carboxylate methyl-4,6-dichloropyrido[3,2-d]pyrimidine-8-carboxylate COC(=O)C1=CC(=NC2=C1N=CN=C2Cl)Cl.C(C)(C)(C)OC(=O)N2C[C@H](CC(C2)(F)F)NC=2C1=C(N=CN2)C(=CC(=N1)Cl)C(=O)OC